FC1=C(OC/C=C/CCNC(OC(C)(C)C)=O)C(=CC=C1)F Tert-Butyl N-[(E)-5-(2,6-difluorophenoxy)pent-3-enyl]carbamate